C1=C2C=3C=CC=CC3C3=C(C2=CC=C1)C=CC=C3 Benzphenanthrene